FC1=CC=C(C=C1)N1C[C@H](N(S(C2=C1C=C(C(=C2)OCC(C(=O)O)(C)C)C(F)(F)F)(=O)=O)C)CCS(=O)(=O)C (R)-3-((5-(4-fluorophenyl)-2-methyl-3-(2-(methylsulfonyl)ethyl)-1,1-dioxido-7-(trifluoromethyl)-2,3,4,5-tetrahydrobenzo[f][1,2,5]thiadiazepin-8-yl)oxy)-2,2-dimethylpropanoic acid